NCC1=CC(=C(C=C1)C=1N=C2SC3=C(N2C1)C=CC(=C3)C(=O)NCCCN3CCCCC3)C(F)F (4-(aminomethyl)-2-(difluoromethyl)phenyl)-N-(3-(piperidin-1-yl)propyl)benzo[d]imidazo[2,1-b]thiazole-7-carboxamide